6-(3-morpholinoazetidin-1-yl)quinoline-4-carboxylic acid O1CCN(CC1)C1CN(C1)C=1C=C2C(=CC=NC2=CC1)C(=O)O